C(=O)C1=C(C=CC=C1)NC=O N-(2-formyl-phenyl)-formamide